CN1N=CC(=C1C)[C@H]1CN([C@H](C2=CC=CC=C12)C)C(CCCCCC)=O 1-[(1S,4S)-4-(1,5-dimethylpyrazol-4-yl)-1-methyl-3,4-dihydro-1H-isoquinolin-2-yl]heptan-1-one